3'-Amino-6'-(diethylamino)-3H-spiro[isobenzofuran-1,9'-xanthen]-3-one NC=1C=CC=2C3(C4=CC=C(C=C4OC2C1)N(CC)CC)OC(C1=CC=CC=C13)=O